(S)-4-amino-7-fluoro-N-(5-fluoro-6-(trifluoromethyl)-2,3-dihydrobenzofuran-3-yl)-N-methylimidazo[1,5-a]quinoxaline-8-carboxamide NC=1C=2N(C3=CC(=C(C=C3N1)F)C(=O)N(C)[C@@H]1COC3=C1C=C(C(=C3)C(F)(F)F)F)C=NC2